5-(benzo[b]thiophene-3-carboxamido)-6-((2-chloro-5-fluorophenyl)amino)nicotinic acid S1C2=C(C(=C1)C(=O)NC=1C(=NC=C(C(=O)O)C1)NC1=C(C=CC(=C1)F)Cl)C=CC=C2